COC1=C(C=CC=C1)C1=C(C=NN1C)NC(=O)C=1C=NN2C1N=CC=C2 N-(5-(2-methoxyphenyl)-1-methyl-1H-pyrazol-4-yl)pyrazolo[1,5-a]pyrimidine-3-carboxamide